cyano-dithiocarbonyl-malonamide methyl-4-amino-7-bromo-1-(2-methylpyridin-3-yl)-2-oxo-1,2-dihydro-1,8-naphthyridine-3-carboxylate COC(=O)C=1C(N(C2=NC(=CC=C2C1N)Br)C=1C(=NC=CC1)C)=O.C(#N)C(C(=O)N=C=S)C(=O)N=C=S